2-acetoxy-2-methylethyl-1-methylethyl-benzene C(C)(=O)OC(CC1=C(C=CC=C1)C(C)C)C